[Ca].N[C@@H]1CC[C@H](OC1)CO ((2S,5R)-5-aminotetrahydro-2H-pyran-2-yl)methanol calcium